benzyl-2-(pyridin-3-yl)benzene-1,4-diamine C(C1=CC=CC=C1)C=1C(=C(C=CC1N)N)C=1C=NC=CC1